3-(1,2,3,5,6,7-hexahydro-s-indacen-4-yl)-1-[(1-methyl-1H-pyrrol-3-yl)(oxan-4-yl)sulfamoyl]urea sodium salt [Na].C1CCC2=C(C=3CCCC3C=C12)NC(NS(N(C1CCOCC1)C1=CN(C=C1)C)(=O)=O)=O